(2,6-Dichloropyridin-4-yl)methyl (S)-2-amino-3-(1-carbamimidoylpiperidin-4-yl)propanoate dihydrochloride Cl.Cl.N[C@H](C(=O)OCC1=CC(=NC(=C1)Cl)Cl)CC1CCN(CC1)C(N)=N